[N+](#[C-])C1=C(C#N)C=C(C=C1)Cl 2-isocyano-5-chloro-benzonitrile